COC1=CC=C2N=CC=C([C@H]([C@@H]3C[C@H]4[C@H](CN3CC4)C=C)O)C2=C1 (-)-(8α,9R)-6'-methoxycinchonan-9-ol